Ethyl 3-(4-fluorophenyl)-4-oxo-2-thioxo-1,2,3,4-tetrahydropyrimidine-5-carboxylate FC1=CC=C(C=C1)N1C(NC=C(C1=O)C(=O)OCC)=S